BrC1=CC2=C(C=CC=3C(=C(C=4C=CC=CC4C23)C2=C(C=CC3=CC=CC=C23)OC)OC)C=C1 (S)-2-bromo-7-methoxy-8-(2-(methoxy)naphthalen-1-yl)benzo[c]Phenanthrene